4-(Tert-butyl)-N-(3-hydroxy-5-(trifluoromethyl)phenyl)-2,6-dimethylbenzenesulfonamide C(C)(C)(C)C1=CC(=C(C(=C1)C)S(=O)(=O)NC1=CC(=CC(=C1)C(F)(F)F)O)C